ClC1=CC=C(C(=N1)C(=O)NS(=O)(=O)C)N[C@H](C)C=1C=C(C=C2C(N(C(=NC12)N1CCC(CC1)C=1C=NC(=C(C1)F)C)C)=O)C (R)-6-chloro-3-((1-(2-(4-(5-fluoro-6-methylpyridin-3-yl)piperidin-1-yl)-3,6-dimethyl-4-oxo-3,4-dihydroquinazolin-8-yl)ethyl)amino)-N-(methylsulfonyl)picolinamide